N-(8-fluoro-2-methyl-imidazo[1,2-a]pyridin-6-yl)-5-[3-[[3-(2-methoxyethoxy)azetidin-1-yl]methyl]azetidin-1-yl]pyrazine-2-carboxamide FC=1C=2N(C=C(C1)NC(=O)C1=NC=C(N=C1)N1CC(C1)CN1CC(C1)OCCOC)C=C(N2)C